C(#N)C(C)(C)N=NC(=O)N 1-[(1-cyano-1-methylethyl)azo]Formamide